NC(COC1=CC=C2C(=CC=NC2=C1)OC1=C(C=C(C=C1F)C1=NC=CC(=C1C(=O)N)OC1CC1)F)C (4-((7-(2-aminopropoxy)quinolin-4-yl)oxy)-3,5-difluorophenyl)-4-cyclopropoxypyridine-3-carboxamide